rel-4-ethyl-3-(6-methyl-4-{[(1r,4r)-4-(trifluoromethyl)-cyclohexyl]oxy}pyridin-2-yl)-1H,4H,5H-pyrrolo[3,2-b]pyridin-5-one C(C)N1C2=C(C=CC1=O)NC=C2C2=NC(=CC(=C2)OC2CCC(CC2)C(F)(F)F)C